C(C(=C)C)(=O)[O-].[Na+] natrium methacrylat